C(C1=CC=CC=C1)OC[C@H]1OC(O[C@H]1C1=C(C=CC=C1)Cl)(C)C (4r,5s)-4-(benzyloxymethyl)-5-(2-chlorophenyl)-2,2-dimethyl-1,3-dioxolane